ClC1=C(C=CC=C1)S(=O)(=O)N1CCC(CC1)C(=O)O 1-(2-chlorobenzene-sulfonyl)-piperidine-4-carboxylic acid